N(C)CC(=O)O.C(CCCCCCC\C=C/CCCCCCCC)(=O)[Na] oleoyl-sodium sarcosinate